FC1([C@H](C\C(\CC1)=C(\C(=O)OCC)/C)C1=CC=NC=C1)F ethyl (R,E)-2-(4,4-difluoro-3-(pyridin-4-yl)cyclohexylidene)propanoate